[V+5].[S-2].[Ti+4] titanium sulphide vanadium